5-Cyclopropyl-2-{6-cyclopropyl-2-[(4-methoxyphenyl)methyl]-2H-pyrazolo[3,4-b]pyridin-5-yl}-1-methyl-1H-imidazole C1(CC1)C1=CN=C(N1C)C1=CC=2C(N=C1C1CC1)=NN(C2)CC2=CC=C(C=C2)OC